2-(2-(1-(1-(2,4-bis(trifluoromethyl)phenyl)ethyl)-1H-pyrazol-4-yl)vinyl)-5-(pyridin-2-yl)-1,3,4-thiadiazole FC(C1=C(C=CC(=C1)C(F)(F)F)C(C)N1N=CC(=C1)C=CC=1SC(=NN1)C1=NC=CC=C1)(F)F